1-t-butylamino-1,1-dimethyldisiloxane C(C)(C)(C)N[Si](O[SiH3])(C)C